(3S)-1-[(2S)-2-[(tert-butoxycarbonyl)amino]-3-[3-[3-(3-hydroxy-2,2-dimethylpropyl)-2-iodo-1H-indol-5-yl]phenyl]propionyl]-1,2-diazacyclohexane-3-carboxylic acid C(C)(C)(C)OC(=O)N[C@H](C(=O)N1N[C@@H](CCC1)C(=O)O)CC1=CC(=CC=C1)C=1C=C2C(=C(NC2=CC1)I)CC(CO)(C)C